ClC1=CC=C2C(=C(N(C2=C1C=1C(=NN2C1COCC2)C)CCN2CCNCC2)C(=O)O)CCCOC2=CC=CC1=CC(=CC=C21)F 6-chloro-3-(3-((6-fluoronaphthalen-1-yl)oxy)propyl)-7-(2-methyl-6,7-dihydro-4H-pyrazolo[5,1-c][1,4]oxazin-3-yl)-1-(2-(piperazin-1-yl)ethyl)-1H-indole-2-carboxylic acid